(2-bromo-4,5-dimethoxyphenyl)-1-(6-methoxy-9H-pyrido[3,4-b]indol-1-yl)prop-2-en-1-one (1R,3R,5S)-tert-butyl-3-hydroxy-8-azabicyclo[3.2.1]octane-8-carboxylate C(C)(C)(C)OC(=O)N1[C@H]2CC(C[C@@H]1CC2)O.BrC2=C(C=C(C(=C2)OC)OC)C(C(=O)C2=NC=CC1=C2NC2=CC=C(C=C12)OC)=C